1,5-diethyl-9,10-bis[2-carboxy(3,6-methano-4-methyl-4-cyclohexenyl)]carbonyloxyanthracene C(C)C1=CC=CC2=C(C3=C(C=CC=C3C(=C12)OC(=O)C1C(C2C(=CC1C2)C)C(=O)O)CC)OC(=O)C2C(C1C(=CC2C1)C)C(=O)O